3-(3,5-difluorophenyl)-2-(4-iodophenyl)-7-(tetrahydropyran-2-yloxy)-chroman-4-one FC=1C=C(C=C(C1)F)C1C(OC2=CC(=CC=C2C1=O)OC1OCCCC1)C1=CC=C(C=C1)I